C(C)(C)(C)OC(=O)N([C@@H]1CCC=2N(C3=CC=CC=C3C2C1)C(=O)OC(C)(C)C)C1=CC(=NC=2N1N=CC2C(C)C)Cl tert-Butyl (3R)-3-[tert-butoxycarbonyl-(5-chloro-3-isopropyl-pyrazolo[1,5-a]pyrimidin-7-yl) amino]-1,2,3,4-tetrahydrocarbazole-9-carboxylate